N-[(3S)-1-[6-(dimethylamino)pyridin-3-yl]piperidin-3-yl]carbamic acid tert-butyl ester C(C)(C)(C)OC(N[C@@H]1CN(CCC1)C=1C=NC(=CC1)N(C)C)=O